C1(=CC=CC=C1)CCCCOC(=O)C1=CC=CC2=C(C(=CC=C12)O)O.FC(OC1=C(C(=O)NCC(=O)NN)C=CC=C1)F 2-(difluoromethoxy)-N-(2-hydrazinyl-2-oxoethyl)benzamide phenylbutyl-5,6-dihydroxynaphthoate